(S)-N-((S)-3-oxo-1-((S)-2-oxopyrrolidin-3-yl)-4-(trifluoromethoxy)butan-2-yl)-5-(2-oxo-2-phenylacetyl)-5-azaspiro[2.4]heptane-6-carboxamide O=C([C@H](C[C@H]1C(NCC1)=O)NC(=O)[C@H]1N(CC2(CC2)C1)C(C(C1=CC=CC=C1)=O)=O)COC(F)(F)F